F[P-](F)(F)(F)(F)F.C1(=CC=CC=C1)[I+]C1=CC=CC=C1 Diphenyl-iodonium hexafluorophosphate